3-((2,6-difluoro-4-(hexadecyloxy)phenyl)sulfonyl)-4-(4-(4-(1-ethylpiperidin-4-yl)piperazin-1-yl)piperidin-1-yl)-6-(trifluoromethoxy)quinoline FC1=C(C(=CC(=C1)OCCCCCCCCCCCCCCCC)F)S(=O)(=O)C=1C=NC2=CC=C(C=C2C1N1CCC(CC1)N1CCN(CC1)C1CCN(CC1)CC)OC(F)(F)F